(3-ethoxy-5-fluoro-4-(4,4,5,5-tetramethyl-1,3,2-dioxaborolan-2-yl)benzyl)-5-fluoro-2-methoxybenzamide C(C)OC=1C=C(CC=2C(=C(C(=O)N)C=C(C2)F)OC)C=C(C1B1OC(C(O1)(C)C)(C)C)F